N1(CCCCCC1)CCCC[Li] 4-hexaMethyleneiminobutyllithium